C(C1=CC=CC=C1)OCCCCCC#C\C(=C/C(=O)OCC)\C (Z)-Ethyl 10-(benzyloxy)-3-methyldec-2-en-4-ynoate